3-(2-((tert-butyldiphenylsilyl)oxy)ethyl)-2-(1H-indol-2-yl)-4-methoxybenzo[b]thiophene-6-carboxylic acid ethyl ester C(C)OC(=O)C=1C=C(C2=C(SC(=C2CCO[Si](C2=CC=CC=C2)(C2=CC=CC=C2)C(C)(C)C)C=2NC3=CC=CC=C3C2)C1)OC